2-(2-chloro-4-(trifluoromethoxy)-phenoxy)-acetic acid ClC1=C(OCC(=O)O)C=CC(=C1)OC(F)(F)F